ClC1=C(OCCC(C)(O)C)C=CC(=C1)N1N=NC(=C1C)C(O)C1=C(C=CC=2N1C=NC2)Cl 4-(2-Chloro-4-{4-[(6-chloro-imidazo[1,5-a]pyridin-5-yl)-hydroxy-methyl]-5-methyl-[1,2,3]triazol-1-yl}-phenoxy)-2-methyl-butan-2-ol